CC=1N=C(SC1)C1CNCCO1 2-(4-methyl-thiazol-2-yl)morpholine